1-[4-(Cyclopropanecarbonyl)piperazin-1-yl]-3-(methylamino)propan-1-one C1(CC1)C(=O)N1CCN(CC1)C(CCNC)=O